[Si](C1=CC=CC=C1)(C1=CC=CC=C1)(C(C)(C)C)OCC[C@H](C)N1C2=C(OCC1)C(=NC(=N2)Cl)Cl (S)-8-(4-((tert-Butyldiphenylsilyl)oxy)butan-2-yl)-2,4-dichloro-7,8-dihydro-6H-pyrimido[5,4-b][1,4]oxazine